O1C(=CC=C1C=NO)C=NO.[Zn] zinc 2,5-Furan-dicarboxaldehyde dioxime